NC1=CC=C(OC2=CC(=NC=C2)C(=O)NC)C=C1 4-(4-aminophenoxy)-N-methyl-2-pyridineformamide